[N-]=C=O.COC=1C=CC=CC1 m-methoxybenzene isocyanate